8-(n-pentyl)-tetracyclo[4.4.0.12,5.17,10]-3-dodecene C(CCCC)C1C2C3C4C=CC(C3C(C1)C2)C4